NC1=NC=CC(=C1C(C)C)OC1=C(C=C(C=C1F)NC(=O)C=1C=NN(C1C(F)(F)F)C1=NC=CC=C1F)F N-(4-((2-amino-3-isopropylpyridin-4-yl)oxy)-3,5-difluorophenyl)-1-(3-fluoropyridine-2-yl)-5-(trifluoromethyl)-1H-pyrazole-4-carboxamide